5-chloro-6-fluoro-4-(8-fluoro-2-(((2R,7aS)-2-fluorotetrahydro-1H-pyrrolizin-7a(5H)-yl)methoxy)-4-(1-oxa-6-azaspiro[3.5]nonan-6-yl)pyrido[4,3-d]pyrimidin-7-yl)naphthalen-2-ol ClC1=C2C(=CC(=CC2=CC=C1F)O)C1=C(C=2N=C(N=C(C2C=N1)N1CC2(CCO2)CCC1)OC[C@]12CCCN2C[C@@H](C1)F)F